4-(Diethylphosphino)aniline C(C)P(C1=CC=C(N)C=C1)CC